C1(CC1)OC1=CC(=NC2=CC=C(C=C12)N1CC(C1)\C=C\C=1C(=NOC1C1CC1)C1=C(C=CC=C1)C(F)(F)F)C(=O)O (E)-4-cyclopropoxy-6-(3-(2-(5-cyclopropyl-3-(2-(trifluoromethyl)phenyl)isoxazol-4-yl)vinyl)azetidin-1-yl)quinoline-2-carboxylic acid